C(C)(C)(C)[N+]1=C(N(C2=C1C=CC=C2)C(C)(C)C)C(=O)[O-] 1,3-di-tert-butylbenzimidazolium-2-carboxylate